FC1(CC[NH2+]CC1)C(=O)OCC Ethyl 4-fluoropiperidin-1-ium-4-carboxylate